CC1=NC(=CC(=C1)C=1C=C(C=CC1)C1=NC2=C(NC(C1)=O)C=C(C(=C2)C)C(F)(F)F)C 4-[3-(2,6-dimethylpyridin-4-yl)phenyl]-7-methyl-8-(trifluoromethyl)-1,3-dihydro-1,5-benzodiazepin-2-one